N-((1R,2R,4S)-7-cyano-7-azabicyclo[2.2.1]heptan-2-yl)-1-(4-(difluoromethyl)-2-pyrimidinyl)-2,3-dihydro-1H-indole-5-carboxamide C(#N)N1[C@H]2[C@@H](C[C@@H]1CC2)NC(=O)C=2C=C1CCN(C1=CC2)C2=NC=CC(=N2)C(F)F